Cl.C1(=CC=CC=C1)C(C)(C)C1=CN=C(O1)C(=N)N 5-(2-Phenylpropan-2-yl)-1,3-oxazol-2-carboxamidine hydrochloride